2,2-dimethyl-1,3-dimethoxypropane CC(COC)(COC)C